ClC1=C(C(=O)NC2=C3C=NN(C3=CC=C2)C2=CC(=NC(=C2)C)C)C=C(C=C1)CNC(=O)C1(CC1)C(F)(F)F 2-chloro-N-[1-(2,6-dimethylpyridin-4-yl)-1H-indazol-4-yl]-5-[({[1-(trifluoromethyl)cyclopropyl]carbonyl}amino)methyl]benzamide